(3s,4r)-4-(3-fluorophenyl)-1-(2-methoxyethyl)pyrrolidin-3-amine (2s,3s)-2,3-bis((4-methylbenzoyl)oxy)succinate CC1=CC=C(C(=O)O[C@H](C(=O)O)[C@@H](C(=O)O)OC(C2=CC=C(C=C2)C)=O)C=C1.FC=1C=C(C=CC1)[C@H]1[C@@H](CN(C1)CCOC)N